C(C)(C)(C)C=1C(=C2C=NN(C2=CC1Cl)C1OCCCC1)B([O-])[O-] (5-(tert-butyl)-6-chloro-1-(tetrahydro-2H-pyran-2-yl)-1H-indazol-4-yl)boronate